NC1=C(SC2=NC(=CC=C21)C)C(=O)N[C@H]2COC1=C(C2)C=CC(=C1)N1C[C@@H]([C@H](C1)OC(C)C)N 3-amino-N-[(3R)-7-[(3S,4S)-3-amino-4-(propan-2-yloxy)pyrrolidin-1-yl]-3,4-dihydro-2H-1-benzopyran-3-yl]-6-methylthieno[2,3-b]pyridine-2-carboxamide